BrCC=1SC2=C(N1)C=C(C=C2)F 2-(bromomethyl)-5-fluorobenzo[d]thiazole